C1(CCC1)CC1=CC=C2C(=N1)NC=C2C=2C=C1N(CCNC1=O)C2 7-(6-(cyclobutylmethyl)-1H-pyrrolo[2,3-b]pyridin-3-yl)-3,4-dihydropyrrolo[1,2-a]pyrazin-1(2H)-one